ClC1=CC=C(C=N1)C[N+]1=C2N(C(C(=C1)C=1C(=NOC1C)C)=O)C=CC=C2 1-((6-chloropyridin-3-yl)methyl)-3-(3,5-dimethylisoxazol-4-yl)-4-oxo-4H-pyrido[1,2-a]pyrimidinium